1-((2-(2-methyl-[1,1'-biphenyl]-3-yl)-6-(methylamino)benzo[d]oxazol-5-yl)methyl)piperidine-2-carboxylic acid CC1=C(C=CC=C1C=1OC2=C(N1)C=C(C(=C2)NC)CN2C(CCCC2)C(=O)O)C2=CC=CC=C2